2-(2-propenyl)-6,7-dihydrooxazolo[5,4-d]pyrrolo[1,2-a]pyrimidin-9(5H)-one C(C=C)C=1OC=2N=C3N(C(C2N1)=O)CCC3